N1=CC=C(C=C1)CNC(C1=CC=C(C(=O)N)C=C1)=O N4-(pyridin-4-ylmethyl)terephthalamide